2-ethynyl-6-(trifluoromethyl)pyridine C(#C)C1=NC(=CC=C1)C(F)(F)F